(3-hydroxypropyl)cyclohexanol OCCCC1(CCCCC1)O